O1CCC(CC1)N1N=CC(=C1)N 1-(Tetrahydro-2H-pyran-4-yl)-1H-pyrazol-4-amine